tert-butyl 2-(chlorosulfonyl)-7-(cyclohexylmethyl)-5,6,7,8-tetrahydro-1,6-naphthyridine-6-carboxylate ClS(=O)(=O)C1=NC=2CC(N(CC2C=C1)C(=O)OC(C)(C)C)CC1CCCCC1